NC(C)C1=NC(=CC(=C1)N)C1(CC1)F (1-aminoethyl)-6-(1-fluorocyclopropyl)pyridin-4-amine